BrC(C(=O)[O-])C(C(C)C)O 2-bromo-3-hydroxy-4-methylpentanoate